ClC1=CC=C(C=C1)[C@@H](N)C1CC1 (S)-(4-chlorophenyl)(cyclopropyl)methanamine